CC=1C(=NC(=CC1)C=1C=NN(C1)C)C=1OC=C(N1)C1=CC=CC=C1 2-(3-methyl-6-(1-methyl-1H-pyrazol-4-yl)pyridin-2-yl)-4-phenyloxazole